5-Cyano-N-[2-(4,4-dimethylcyclohexen-1-yl)-4-[1,5,6,7-tetramethyl-8-oxabicyclo[3.2.1]octa-2,6-dien-3-yl]phenyl]-1H-imidazole-2-carboxamide C(#N)C1=CN=C(N1)C(=O)NC1=C(C=C(C=C1)C1=CC2(C(=C(C(C1)(O2)C)C)C)C)C2=CCC(CC2)(C)C